2-acrylamido-2-methylpropanesulfonic acid, vinylsulfonic acid salt C(=C)S(=O)(=O)O.C(C=C)(=O)NC(CS(=O)(=O)O)(C)C